OC1=C(C(=C(C(=O)OC2=C(C(=C(C(=C2C)C)C2=C(C(C2=O)=O)OC(C)C)C)C)C(=C1)C)C)C 4-(2-isopropoxy-3,4-dioxocyclobut-1-en-1-yl)-2,3,5,6-tetramethylphenyl 4-hydroxy-2,3,6-trimethylbenzoate